3-(((tert-butoxycarbonyl) amino) propyl)-3-fluoro-1H-pyrrole-2-carboxylate C(C)(C)(C)OC(=O)NCCCC1(C(NC=C1)C(=O)[O-])F